dimethyl-pyridine-2,3-dicarboxylic acid CC=1C(=C(C(=NC1)C(=O)O)C(=O)O)C